1-(2-Fluoro-5-methylphenyl)-5-methyl-1H-1,2,3-triazole-4-carboxylate FC1=C(C=C(C=C1)C)N1N=NC(=C1C)C(=O)[O-]